C(CCCCCCCCC#CC#CCCCCCCCCCCCC)(=O)O pentacosa-10,12-diynoic acid